C(C)(C)(C)OC(=O)NCC1=CC=C(C=C1)NC(=O)C1=CC2=C(OCCC3=C2SC=C3)C=C1C=1C(=NC(=CC1)C(NC1CCCCC1)=O)C(=O)OC methyl 3-(9-((4-(((tert-butoxycarbonyl)amino)methyl)phenyl)carbamoyl)-4,5-dihydrobenzo[b]thieno[2,3-d]oxepin-8-yl)-6-(cyclohexylcarbamoyl)picolinate